allyl-6-(4-chloro-3-toluidino)-1-[6-(4-piperidylamino)-2-pyridyl]-1,2-dihydro-3H-1,2,5,7-tetraazainden-3-one C(C=C)N1N(C2=NC(=NC=C2C1=O)NC=1C=C(C=CC1Cl)C)C1=NC(=CC=C1)NC1CCNCC1